[4-(aminomethyl)piperidin-1-yl]-[4-[[3-[1-(2,2-difluoroethyl)-3-(trifluoromethyl)pyrazol-4-yl]imidazo[1,2-a]pyrazin-8-yl]amino]-2-ethylphenyl]methanone NCC1CCN(CC1)C(=O)C1=C(C=C(C=C1)NC=1C=2N(C=CN1)C(=CN2)C=2C(=NN(C2)CC(F)F)C(F)(F)F)CC